8-cyclopentyl-N-(3-fluoro-5-(isothiazol-4-yl)benzyl)-7H-purine-6-carboxamide C1(CCCC1)C1=NC2=NC=NC(=C2N1)C(=O)NCC1=CC(=CC(=C1)C=1C=NSC1)F